[Si](C)(C)(C(C)(C)C)CO [tert-butyl(dimethyl)silyl]methanol